Cl.N[C@H](C)C1=C(C(=C(C(=C1)OCC)C(C)=O)OCC)C 1-{4-[(1R)-1-aminoethyl]-2,6-diethoxy-3-methylphenyl}ethane-1-one hydrochloride